5-bromo-1H,3H-pyrrolo[3,2-b]pyridin-2-one BrC1=CC=C2C(=N1)CC(N2)=O